N-[(1s,4s)-4-{[2-(trifluoromethyl)quinolin-4-yl]amino}cyclohexyl]isoquinoline-3-carboxamide FC(C1=NC2=CC=CC=C2C(=C1)NC1CCC(CC1)NC(=O)C=1N=CC2=CC=CC=C2C1)(F)F